CC(CCC(=O)N)CC(CCC)C 4,6-dimethyl-1-nonanamide